(5-(6-(4-methyloxazol-5-yl)-1H-benzo[d]imidazol-2-yl)-1H-pyrrol-3-yl)(2-(trifluoromethyl)phenyl)methanone CC=1N=COC1C=1C=CC2=C(NC(=N2)C2=CC(=CN2)C(=O)C2=C(C=CC=C2)C(F)(F)F)C1